2,6-diazaspiro[3.4]octan-7-one oxalate C(C(=O)O)(=O)O.C1NCC12CNC(C2)=O